Fmoc-4-amino-tetrahydropyran-4-carboxylic acid C1COCCC1(C(=O)O)NC(=O)OCC2C3=CC=CC=C3C4=CC=CC=C24